(15R)-12-ethyl-11-methyl-15-(3,3,3-trifluoropropyl)-11,12,15,16,17,18,19,20-octahydro-6,22-(azeno)-7,10-epithioimidazo[2,1-c][1,4,9,12,14]oxatetraazacycloicosin-13(14H)-one C(C)N1C(C2=NC=C(C3=CN4C(C(OCCCCC[C@@H](NC1=O)CCC(F)(F)F)=N3)=NC=C4)S2)C